FC1(CC1)C1=NC=NC(=C1C=1N=CC2=C(N1)C=CN2COCC[Si](C)(C)C)OC 2-[[2-[4-(1-fluorocyclopropyl)-6-methoxy-pyrimidin-5-yl]pyrrolo[3,2-d]pyrimidin-5-yl]methoxy]ethyl-trimethyl-silane